CC1=C(OC=2C(=CC(N(C2)C)=O)C=2C3=C(C(N(C2)C)=O)NC(=C3)C(=O)NCCN3CCOCC3)C(=CC=C1)C 4-(5-(2,6-dimethylphenoxy)-1-methyl-2-oxo-1,2-dihydropyridin-4-yl)-6-methyl-N-(2-morpholinoethyl)-7-oxo-6,7-dihydro-1H-pyrrolo[2,3-c]pyridine-2-carboxamide